1-(trans-4-cyanotetrahydro-2H-pyran-3-yl)-3-((2-hydroxy-2H-benzo[e][1,2]oxaborinin-7-yl)amino)-1H-pyrazole-4-carboxamide C(#N)[C@H]1[C@@H](COCC1)N1N=C(C(=C1)C(=O)N)NC1=CC2=C(C=CB(O2)O)C=C1